(R)-7-(6-((3-oxo-7-(4,5,6,7-tetrahydro-pyrazolo[1,5-a]pyridin-3-yl)isoindolin-4-yl)amino)pyridin-3-yl)-2,7-diaza-spiro[4.5]decan-1-one O=C1NCC2=C(C=CC(=C12)NC1=CC=C(C=N1)N1C[C@]2(CCNC2=O)CCC1)C=1C=NN2C1CCCC2